N-[(4-hydroxyphenyl)methyl]-2-[5-(1-piperidylsulfonyl)indol-1-yl]propanamide OC1=CC=C(C=C1)CNC(C(C)N1C=CC2=CC(=CC=C12)S(=O)(=O)N1CCCCC1)=O